COC(=O)C1(CCC2(C(CC3=CC4=C(OCC4)C=C23)C[C@H](COCC2=CC=C(C=C2)OC)C)CC1)NC1=CC(=CC=C1)Cl (1R,4R)-4-(3-Chloroanilino)-6'-{(2R)-3-[(4-methoxyphenyl)methoxy]-2-methylpropyl}-2',3',5',6'-tetrahydrospiro[cyclohexane-1,7'-indeno[5,6-b]furan]-4-carboxylic acid methyl ester